ClC=1C=C(C=CC1N1C(CCC1)=O)C1=C(C(=CC=C1)C1=CC(=NC=C1)N1C[C@H](NCC1)C)O (R)-1-(3-chloro-2'-hydroxy-3'-(2-(3-methylpiperazin-1-yl)pyridin-4-yl)-[1,1'-biphenyl]-4-yl)pyrrolidin-2-one